C(CCC)C(C([B-](CCCC)(CCCC)CCCC)(CCCC)CCCC)(CC)CCCC tetrabutylTetrabutylborate